C(C)OC(=O)C=1N=C2N(CC(CC2CCC#N)C(F)(F)F)C1.FC1(CCC2=C(C=CC=C12)C(C)=O)F 1-(1,1-difluoro-2,3-dihydro-1H-inden-4-yl)ethan-1-one racemic-ethyl-8-(2-cyanoethyl)-6-(trifluoromethyl)-5,6,7,8-tetrahydroimidazo[1,2-a]pyridine-2-carboxylate